(5-((azetidin-3-ylmethyl)amino)-1-oxoisoindolin-2-yl)piperidine-2,6-dione N1CC(C1)CNC=1C=C2CN(C(C2=CC1)=O)N1C(CCCC1=O)=O